1-(2-fluoro-6-hydroxyphenyl)ethanone FC1=C(C(=CC=C1)O)C(C)=O